COC=1C=C2CCN(CC2=CC1NC1=NC=C(C(=N1)NC1=C(C=CC=C1)OC(C)C)C(=O)N)C 2-[(6-methoxy-2-methyl-1,2,3,4-tetrahydroisoquinolin-7-yl)amino]-4-({2-[(propan-2-yl)oxy]phenyl}amino)pyrimidine-5-carboxamide